C1(CC1)C(=O)N1CCC2=CC(=CC=C12)C=1N=C(SC1C)NC(CC1=CC(=CC=C1)OCCN(C)CCNC1=C2C(N(C(C2=CC=C1)=O)C1C(NC(CC1)=O)=O)=O)=O N-(4-(1-(cyclopropanecarbonyl)indolin-5-yl)-5-methylthiazol-2-yl)-2-(3-(2-((2-((2-(2,6-dioxopiperidin-3-yl)-1,3-dioxoisoindolin-4-yl)amino)ethyl)(methyl)amino)ethoxy)phenyl)acetamide